C1(CC1)C1=C(C=NN1C)C1=CC=C2C(=CN=C(C2=C1F)NC([O-])=O)C=1SC(=C(N1)CN(C)C)C1CC(OCC1)(C(C)(C)C)C(C)(C)C (7-(5-cyclopropyl-1-methyl-1H-pyrazol-4-yl)-4-(4-((dimethylamino)methyl)-5-(tetrahydro Di-tert-butyl-2H-pyran-4-yl)thiazol-2-yl)-8-fluoroisoquinolin-1-yl)carbamate